ClC1=CC=C(C=C1)C(N1[C@@H](CN([C@H](C1)C)C=1C=2N=C(N(C2N2C(N1)=NN=C2)C[C@H]2OCCC2)C)CO)C2=CC=C(C=C2)Cl ((2S,5S)-1-(bis(4-chlorophenyl)methyl)-5-methyl-4-(2-methyl-1-(((S)-tetrahydrofuran-2-yl)methyl)-1H-[1,2,4]triazolo[3,4-b]purin-4-yl)piperazin-2-yl)methanol